C(C=1C(C(=O)[O-])=CC=CC1)(=O)OCCOC(C=C)=O 1-(2-acryloyloxyethyl) phthalate